C(C)(C)(C)OC(=O)N1[C@@H](COCC1)CO (3R)-3-(hydroxymethyl)morpholine-4-carboxylic acid tert-butyl ester